2-hydroxy-1,4-benzenedicarboxaldehyde OC1=C(C=CC(=C1)C=O)C=O